3-Bromo-2-chloro-6-methoxy-5-(piperidin-4-yl)pyridine BrC=1C(=NC(=C(C1)C1CCNCC1)OC)Cl